N-(TERT-BUTOXYCARBONYL)-4-METHYLINDOLE-2-BORONIC ACID B(C1=CC2=C(C=CC=C2N1C(=O)OC(C)(C)C)C)(O)O